(s)-2,2-dimethyl-1,3-dioxolane-4-carbaldehyde CC1(OC[C@H](O1)C=O)C